1-(piperidinomethyl)-2-naphthol N1(CCCCC1)CC1=C(C=CC2=CC=CC=C12)O